C1(=CC=CS1)C(=O)CC#N 2-(2-thenoyl)-acetonitrile